ClC=1C=C(C=CC1F)N1CN=CC2=C1C=NC(=N2)N2CCC(CC2)CN(CC)CC N-(3-chloro-4-fluorophenyl)-6-[4-(diethylaminomethyl)-piperidin-1-yl]pyrimido[5,4-d]pyrimidin